ClC1=CC=C2C=C(C(NC2=C1)=O)CC(C#N)N=C(C1=CC=CC=C1)C1=CC=CC=C1 3-(7-Chloro-2-oxo-1,2-dihydroquinolin-3-yl)-2-((diphenylmethylene)amino)propanenitrile